C(CCC#C)OC1CCN(CC1)C(=O)OCCCC butyl 4-pent-4-ynoxypiperidine-1-carboxylate